2-((3-chloropyridin-4-yl)ethynyl)-5-fluoropyridine ClC=1C=NC=CC1C#CC1=NC=C(C=C1)F